Glycerol Triisostearate C(CCCCCCCCCCCCCCC(C)C)(=O)OCC(OC(CCCCCCCCCCCCCCC(C)C)=O)COC(CCCCCCCCCCCCCCC(C)C)=O